4-methyl-L-leucinoamide CC(C[C@H](N)C(=O)N)(C)C